4-(3-azidophenyl)morpholine N(=[N+]=[N-])C=1C=C(C=CC1)N1CCOCC1